6-(5-chloro-2-((3-fluoro-4-hydroxycyclopentyl)amino)pyrimidin-4-yl)-2-((S)-1-(3-chlorophenyl)-2-hydroxyethyl)-1H-pyrrolo[1,2-c]imidazol-3(2H)-one ClC=1C(=NC(=NC1)NC1CC(C(C1)O)F)C=1C=C2N(C(N(C2)[C@H](CO)C2=CC(=CC=C2)Cl)=O)C1